3,4-dihydro-2H-pyrano[2,3-b]pyridin O1CCCC=2C1=NC=CC2